N-(3,5-Dimethoxyphenyl)-2-ethynyl-N-(6-oxo-1-(2,2,2-trifluoroethyl)piperidin-3-yl)thiazole-4-carboxamide COC=1C=C(C=C(C1)OC)N(C(=O)C=1N=C(SC1)C#C)C1CN(C(CC1)=O)CC(F)(F)F